2-amino-6-cyclopropyl-7-isobutyl-1-(5-methyl-1-tetrahydropyran-2-yl-indazol-4-yl)pyrrolo[3,2-c]pyridine-3-carboxamide NC1=C(C=2C=NC(=C(C2N1C1=C2C=NN(C2=CC=C1C)C1OCCCC1)CC(C)C)C1CC1)C(=O)N